2-(5-isopropyl-1,2,4-oxadiazol-3-yl)-6,7-dimethoxy-4-(piperidine-1-carbonyl)isoquinolin-1(2H)-one C(C)(C)C1=NC(=NO1)N1C(C2=CC(=C(C=C2C(=C1)C(=O)N1CCCCC1)OC)OC)=O